ICC=1C=C(C=C(C#N)C1)C#N 5-(iodomethyl)isophthalonitrile